C(C)(C)(C)C1=CC(=C(C=C1)OCCCCCCCCCCCO)OCCCCCCCCCCCO 11,11'-((4-(tert-butyl)-1,2-phenylene)bis(oxy))bis(undecan-1-ol)